2-(2-(cyclopropanesulfonylamino)thiazol-4-yl)-N-(4-(5-methoxypyridin-3-yl)phenyl)-2-methylpropanamide C1(CC1)S(=O)(=O)NC=1SC=C(N1)C(C(=O)NC1=CC=C(C=C1)C=1C=NC=C(C1)OC)(C)C